N2,N6-dibenzylpyridine-2,6-dicarboxamid C(C1=CC=CC=C1)NC(=O)C1=NC(=CC=C1)C(=O)NCC1=CC=CC=C1